BrC1=C(C=CC(=C1)OCOC)C(F)(F)F 2-bromo-4-(methoxymethoxy)-1-(trifluoromethyl)benzene